C(CCCCCC(C)C)OCCO ethylene glycol monoisononyl ether